3-(5-(3,5-difluorobenzyl)-1,3,4-oxadiazol-2-yl)-3-hydroxy-1-(1H-indol-5-yl)pyrrolidin-2-one FC=1C=C(CC2=NN=C(O2)C2(C(N(CC2)C=2C=C3C=CNC3=CC2)=O)O)C=C(C1)F